Cl.CC(CCC1=CC=C(C=C1)O)NCCC=1C=C(C(=CC1)O)O 4-[2-[[1-methyl-3-(4-hydroxyphenyl)propyl]amino]ethyl]-1,2-benzenediol hydrochloride